menthyl isovalerate C(CC(C)C)(=O)OC1CC(CCC1C(C)C)C